2-cyclopropyl-4-(propan-2-yloxy)aniline C1(CC1)C1=C(N)C=CC(=C1)OC(C)C